2-((8-(heptadecan-9-yloxy)-8-oxooctyl)(6-oxo-6-(undecyloxy)hexyl)amino)-N,N,N-trimethyl-2-oxoethan-1-aminium chloride [Cl-].CCCCCCCCC(CCCCCCCC)OC(CCCCCCCN(C(C[N+](C)(C)C)=O)CCCCCC(OCCCCCCCCCCC)=O)=O